(S)-1'-(6-((2-amino-3-chloropyridin-4-yl)thio)-1,2,4-triazin-3-yl)-1,3-dihydrospiro[indene-2,4'-piperidin]-1-amine phosphate salt P(=O)(O)(O)O.NC1=NC=CC(=C1Cl)SC1=CN=C(N=N1)N1CCC2(CC1)[C@@H](C1=CC=CC=C1C2)N